Tert-butyl (2R)-2-[[(3-chloropyridin-2-yl)oxy]methyl]-4-(pyridin-3-yl)pyrrolidine-1-carboxylate ClC=1C(=NC=CC1)OC[C@@H]1N(CC(C1)C=1C=NC=CC1)C(=O)OC(C)(C)C